C(C)(=O)[O-].[U+2](=O)=O.C(C)(=O)[O-] uranyl acetat